CC=1N=C2N(N=C(C=C2C)C=2SC3=C(N2)SC(=C3)C=3CN(CC3)C(=O)OC(C)(C)C)C1 tert-butyl 3-(2-{2,8-dimethylimidazo[1,2-b]pyridazin-6-yl}thieno[2,3-d][1,3]thiazol-5-yl)-2,5-dihydropyrrole-1-carboxylate